BrC1=CC(=C(C=C1C)NC1=CC=C2C(=N1)C(N(C2)C)=O)C2CC2 2-[(4-bromo-2-cyclopropyl-5-methylphenyl)amino]-6-methyl-5H-pyrrolo[3,4-b]pyridin-7-one